Sec-butyl-morpholine C(C)(CC)N1CCOCC1